6-Ethoxy-4-(6-(1-(4-fluorobenzoyl)-1,6-diazaspiro[2.5]oct-6-yl)pyridin-3-yl)pyrazolo[1,5-a]pyridine-3-carbonitrile C(C)OC=1C=C(C=2N(C1)N=CC2C#N)C=2C=NC(=CC2)N2CCC1(CN1C(C1=CC=C(C=C1)F)=O)CC2